tritylserine triethylamine salt C(C)N(CC)CC.C(C1=CC=CC=C1)(C1=CC=CC=C1)(C1=CC=CC=C1)N[C@@H](CO)C(=O)O